Diethyl 3,5-Di-tert-butyl-4-hydroxybenzylphosphonate C(C)(C)(C)C=1C=C(CP(OCC)(OCC)=O)C=C(C1O)C(C)(C)C